N1C=NC(=C1)C#CC=1C=2N(C=C(C1)S(=O)(=O)NC1(CC1)C#N)C(=NC2)C=2SC(=NN2)C(F)F 8-((1H-imidazol-4-yl)ethynyl)-N-(1-cyanocyclopropyl)-3-(5-(difluoromethyl)-1,3,4-thiadiazol-2-yl)imidazo[1,5-a]pyridine-6-sulfonamide